N1CC(C1)C1=CC=C(N=N1)C1=C(C=C(C=C1)C1=CC2=CN(N=C2C=C1)C)O [6-(azetidin-3-yl)pyridazin-3-yl]-5-(2-methyl-2H-indazol-5-yl)phenol